OC1=CC(=CC=2C(C3=CC=CC=C3C(C12)=O)=O)C 1-hydroxy-3-methylanthracene-9,10-dione